3-(3',5'-bis(trifluoromethyl)-[1,1'-biphenyl]-4-yl)-4,6-dichloro-7-methoxy-2-methylquinoline FC(C=1C=C(C=C(C1)C(F)(F)F)C1=CC=C(C=C1)C=1C(=NC2=CC(=C(C=C2C1Cl)Cl)OC)C)(F)F